C(CCCCCCCCCCC\C=C/CCCCCCCC)OCC(COCCCCCCCC)N(C)C 1-[(13Z)-docos-13-en-1-yloxy]-N,N-dimethyl-3-(octyloxy)propan-2-amine